N-ethyl-3-picoline bromate Br(=O)(=O)O.C(C)N1CC(=CC=C1)C